COCCOCCNC1=C(C=CC(=C1)OCOC)C N-(2-(2-methoxyethoxy)ethyl)-5-(methoxymethoxy)-2-methylaniline